N-benzyl-1-isobutyl-7-(4-((tert-butoxycarbonyl)amino)butyl)-1,2,3,6,7,7a-hexahydro-3aH-3,6-methanopyrrolo[3,2-b]pyridine-3a-carboxamide C(C1=CC=CC=C1)NC(=O)C12N=CC3C(C1N(CC2C3)CC(C)C)CCCCNC(=O)OC(C)(C)C